4-(4-fluoro-3-methylphenyl)-5-(imidazo[1,2-a]pyridin-6-yl)thiazole FC1=C(C=C(C=C1)C=1N=CSC1C=1C=CC=2N(C1)C=CN2)C